COC=1C=C(C=C(C1)OC)C1=C(N=C(S1)N)C=1SC(=C(N1)C1=CC=CC=C1)CC (3,5-dimethoxyphenyl)-5-ethyl-4-phenyl-[2,4'-bithiazole]-2'-amine